4-acetyl-3-(1H-indol-3-yl)-5-methyl-1H-pyrrole-2-carbaldehyde C(C)(=O)C=1C(=C(NC1C)C=O)C1=CNC2=CC=CC=C12